NC1=NC=NC2=C1C1=C(CNC(N3C1=CC=1C(=CC=CC31)F)=O)N2C(C)C 1-amino-13-fluoro-5-isopropyl-6,7-dihydropyrimido[5'',4'':4',5']pyrrolo[2',3':5,6][1,3]diazepino[1,7-a]indol-8(5H)-one